4,6-dimethoxy-2,5-dimethyl-isophthalaldehyde COC1=C(C(=C(C=O)C(=C1C)OC)C)C=O